F[C@H]1[C@H](C1)C(=O)NC1=CC2=C(C=N1)C(=C(N2C)C2=C(C=CC=C2OC)F)C (1R,2R)-2-fluoro-N-[2-(2-fluoro-6-methoxyphenyl)-1,3-dimethylpyrrolo[3,2-c]pyridin-6-yl]cyclopropane-1-carboxamide